6',7'-dihydrospiro[cyclopropane-1,5'-pyrrolo[2,1-c][1,2,4]triazole] N=1N=CN2C1CCC21CC1